thioiodic acid I(=S)(=O)O